CS(=O)(=O)[O-].C(CCCCCCCCCC)[N+]1=CC=C(C=C1)CCC 1-Undecyl-4-propylpyridinium methansulfonat